(2-(((2R,3S,4R,5R)-5-(6-chloro-4-(cyclopentylamino)-1H-pyrazolo[3,4-d]pyrimidin-1-yl)-3,4-dihydroxytetrahydrofuran-2-yl)methoxy)-1,3-dihydroxypropan-2-yl)(ethyl)phosphinic acid ClC1=NC(=C2C(=N1)N(N=C2)[C@H]2[C@@H]([C@@H]([C@H](O2)COC(CO)(CO)P(O)(=O)CC)O)O)NC2CCCC2